(S)-2-amino-N-((R)-amino(3'-fluoro-[1,1'-biphenyl]-3-yl)(oxo)-λ6-sulfanylidene)-4-methylpentanamide hydrochloride Cl.N[C@H](C(=O)N=[S@@](=O)(C=1C=C(C=CC1)C1=CC(=CC=C1)F)N)CC(C)C